N12CCC3CCCCC3CCCCCCC=CCCCCCCC=CC=CC=CCCC(CCC1)C2 azatricyclo[30.3.1.04,9]hexatriaconta-16,24,26,28-tetraen